C1(=CC=CC=C1)P(C(C1=C(C=C(C=C1C)C)C)=O)(C1=CC=CC=C1)=O diphenyl-2,4,6-trimethylbenzoyl-phosphine oxide